C(C1=CC=CC=C1)N1C(=NC=C1)CC 1-benzyl-2-ethylimidazole